The molecule is a dicarboxylic acid monoanion that is the conjugate base of pimelic acid. It has a role as an Escherichia coli metabolite. It is a dicarboxylic acid monoanion and a pimelate. It is a conjugate base of a pimelic acid. It is a conjugate acid of a pimelate(2-). C(CCC(=O)O)CCC(=O)[O-]